8-(7,7-difluoro-2-((2S,3R)-3-hydroxy-2-methylazetidin-1-yl)-6,7-dihydro-5H-cyclopenta[d]pyrimidin-4-yl)-2-(difluoromethyl)-3,4-dihydrobenzo[f][1,4]oxazepin-5(2H)-one FC1(CCC2=C1N=C(N=C2C2=CC1=C(C(NCC(O1)C(F)F)=O)C=C2)N2[C@H]([C@@H](C2)O)C)F